CC(=O)N(C)C.[N] nitrogen Dimethylacetamide